FC=1C=C(C=C(C1)F)C=1C=NC=CC1[N+](=O)[O-] 3-(3,5-difluorophenyl)-4-nitro-pyridine